COCCNC1=CC=C(C=C1)N N-(methoxyethyl)-para-phenylenediamine